sn-glycero-3-phosphoinositol C([C@H](COP(=O)(O)OC1[C@@H]([C@H](C([C@H]([C@H]1O)O)O)O)O)O)O